FC(C(F)F)(F)OCC(F)(F)F (2,2,2-trifluoroethyl) (1,1,2,2-tetrafluoroethyl) ether